CC1=NON=C1C 3,4-dimethyl-1,2,5-oxadiazole